C(C=C)N1N(C2=NC(=NC=C2C1=O)NC=1C=C2C=NN(C2=CC1)CCCF)C1=CC=CC(=N1)OC1CCN(CC1)C(=O)OC(C)(C)C tert-butyl 4-((6-(2-allyl-6-((1-(3-fluoropropyl)-1H-indazol-5-yl)amino)-3-oxo-2,3-dihydro-1H-pyrazolo[3,4-d]pyrimidin-1-yl)pyridin-2-yl)oxy)piperidine-1-carboxylate